tert-Butyl 4-(4-chloro-3-morpholino-phenoxy)piperidine-1-carboxylate ClC1=C(C=C(OC2CCN(CC2)C(=O)OC(C)(C)C)C=C1)N1CCOCC1